3-(4-nitrophenyl)-1-(3,4,5-trimethoxyphenyl)-1H-benzo[d]imidazole [N+](=O)([O-])C1=CC=C(C=C1)N1CN(C2=C1C=CC=C2)C2=CC(=C(C(=C2)OC)OC)OC